ClC1=C(C=CC=C1)C([C@H](C)C=1N(C(C(=C(N1)C(=O)NC=1C=NOC1)O)=O)C)C1=C(C=CC=C1)Cl (S)-2-(1,1-bis(2-chlorophenyl)propan-2-yl)-5-hydroxy-N-(isoxazol-4-yl)-1-methyl-6-oxo-1,6-dihydropyrimidine-4-carboxamide